5-fluoro-6'-(5-(3-fluorophenyl)-1H-1,2,4-triazol-3-yl)-3'-methoxy-2'-methyl-3,4'-bipyridine FC=1C=C(C=NC1)C1=C(C(=NC(=C1)C1=NNC(=N1)C1=CC(=CC=C1)F)C)OC